NC1=C(C#N)C=C(C(=C1)OC)OCCCN1CCOCC1 2-amino-4-methoxy-5-(3-morpholinopropoxy)benzonitrile